ClC=1C=C(C=C(C1)Cl)C1(CC(=NO1)N1CC2=C(C1)C=C(S2)C(=O)NC)C(F)(F)F 5-(5-(3,5-dichlorophenyl)-5-(trifluoromethyl)-4,5-dihydroisoxazol-3-yl)-N-methyl-5,6-dihydro-4H-thieno[2,3-c]pyrrole-2-carboxamide